COC1=C(CN2C=NC3=C(C2=O)SC2=C3C(=C3C(=N2)CC(OC3)(C)C)COC(C)C)C=CC(=C1)OC 3-(2,4-Dimethoxybenzyl)-11-(isopropoxymethyl)-8,8-dimethyl-7,10-dihydro-8H-pyrano[3'',4'':5',6']pyrido[3',2':4,5]thieno[3,2-d]pyrimidin-4(3H)-one